2-((6-(benzyloxy)-4-phenylquinolin-2-yl)(methyl)amino)acetic acid C(C1=CC=CC=C1)OC=1C=C2C(=CC(=NC2=CC1)N(CC(=O)O)C)C1=CC=CC=C1